(5-(3,5-difluorophenyl)-4,5-dihydro-1H-pyrazol-1-yl)(3-((3-phenylazetidin-1-yl)-methyl)bicyclo[1.1.1]pentan-1-yl)methanone FC=1C=C(C=C(C1)F)C1CC=NN1C(=O)C12CC(C1)(C2)CN2CC(C2)C2=CC=CC=C2